CC1=NN=C2N1C1=CC=CC=C1C(=N2)NC2=CSC=C2 methyl-N-(thiophen-3-yl)-[1,2,4]triazolo[4,3-a]quinazolin-5-amine